BrC1=CC(=NC(=C1OC(F)F)C)N 4-bromo-5-(difluoromethoxy)-6-methylpyridin-2-amine